FC=1C=NC(=NC1)C=1C=C(C=CC1C(F)(F)F)NC(=O)N1C2CCCCC1(C2)C=2OC(=NN2)C N-(3-(5-fluoropyrimidin-2-yl)-4-(trifluoromethyl)phenyl)-1-(5-methyl-1,3,4-oxadiazol-2-yl)-7-azabicyclo[4.1.1]octane-7-carboxamide